C(CCCCC)C(C(=O)OCCCCCO)CCCCCCCC 5-hydroxypentyl 2-hexyldecanoate